(R)-1-(4-(4-fluorophenyl)-3,4-dihydroquinoxalin-1(2H)-yl)-3-(2-methylpiperidin-1-yl)propan-1-on FC1=CC=C(C=C1)N1CCN(C2=CC=CC=C12)C(CCN1[C@@H](CCCC1)C)=O